2-ACETYLPYRIDIN C(C)(=O)C1=NC=CC=C1